hydrogen (methyl acrylate) CC(C(=O)O)=C